1-([1,1'-Biphenyl]-2-ylmethyl)-3,3-dimethyl-2-oxoindoline-6-carboxylic acid C1(=C(C=CC=C1)CN1C(C(C2=CC=C(C=C12)C(=O)O)(C)C)=O)C1=CC=CC=C1